FC1=CC2=C(N=C(S2)C2=C3N=CC(=NC3=CC(=C2)C)COC)C(=C1)OC 6-fluoro-4-methoxy-2-(2-(methoxymethyl)-7-methylquinoxalin-5-yl)benzo[d]Thiazole